6-{6-ethynyl-3-[2-(methoxymethoxy)phenyl]cinnolin-7-yl}-2,6-diazaspiro[3.3]heptane-2-carboxylic acid tert-butyl ester C(C)(C)(C)OC(=O)N1CC2(C1)CN(C2)C2=C(C=C1C=C(N=NC1=C2)C2=C(C=CC=C2)OCOC)C#C